CNCC1OCCC1 N-methyl-1-(tetrahydrofuran-2-yl)methylamine